2-((S)-2,2-dimethylcyclopropanecarbonyl)-6-(thiazolo[5,4-c]pyridin-4-yl)-2,6-diazaspiro[3.4]octane-8-carboxamide CC1([C@H](C1)C(=O)N1CC2(C1)CN(CC2C(=O)N)C2=NC=CC1=C2SC=N1)C